C(#N)C=1C=NN2C1C(=CC(=C2)C=2C=NN(C2)C2CCC(CC2)N(C(OC(C)(C)C)=O)C)O tert-butyl N-[4-[4-(3-cyano-4-hydroxy-pyrazolo[1,5-a]pyridin-6-yl)pyrazol-1-yl]cyclohexyl]-N-methyl-carbamate